1-(3-bromo-4-nitrophenoxy)-2,3,4,5,6-pentafluorobenzene BrC=1C=C(OC2=C(C(=C(C(=C2F)F)F)F)F)C=CC1[N+](=O)[O-]